N1C(=NC2=C1C=CC=C2)NC(CC(=O)NCC(C)(C)O)C2=CC(=CC=C2)C(F)(F)F 3-[(1H-1,3-benzodiazol-2-yl)amino]-N-(2-hydroxy-2-methylpropyl)-3-[3-(trifluoromethyl)phenyl]propanamide